BrC1=C(C=CC=C1F)OC(F)F 2-BROMO-1-(DIFLUOROMETHOXY)-3-FLUOROBENZENE